tert-butyl N-[2-oxo-5-(trifluoromethyl)azepan-3-yl]carbamate O=C1NCCC(CC1NC(OC(C)(C)C)=O)C(F)(F)F